7-bromo-N-(4-methoxybenzyl)-N-(1-methylcyclopropyl)naphthalene-2-sulfonamide BrC1=CC=C2C=CC(=CC2=C1)S(=O)(=O)N(C1(CC1)C)CC1=CC=C(C=C1)OC